C(C#C)OS(=O)(=O)CCCOS(=O)(=O)C(F)(F)F 3-(trifluoromethylsulfonyloxy)propanesulfonic acid 2-propynyl ester